N1,N5-diamyl-1,5-naphthalenediamine C(CCCC)NC1=CC=CC=2C(=CC=CC12)NCCCCC